[Si](C)(C)(C(C)(C)C)OCCOCC=O 2-((tert-butyldimethylsilyloxy)ethoxy)acetaldehyde